(5-(2,4-difluorophenoxy)pyridin-2-yl)-6,6-difluorospiro[2.5]octane-1-carboxamide FC1=C(OC=2C=CC(=NC2)C2(CC23CCC(CC3)(F)F)C(=O)N)C=CC(=C1)F